3-[2-[(E,3R)-5-[3-[Benzenesulfonyl(2,2,2-trifluoroethyl)amino]phenyl]-3-hydroxypent-4-enoxy]phenyl]propanoic Acid C1(=CC=CC=C1)S(=O)(=O)N(C=1C=C(C=CC1)/C=C/[C@@H](CCOC1=C(C=CC=C1)CCC(=O)O)O)CC(F)(F)F